C(#N)CC1N(CCNC1)C(=O)O.CC=1OC(=CC1C(=O)NC1=NC(=NS1)CC(C)OC)C1=CC(=CC=C1)OC(F)F 2-methyl-5-(3-(difluoromethoxy)phenyl)-N-(3-(2-methoxypropyl)-1,2,4-thiadiazol-5-yl)furan-3-carboxamide 2-(cyanomethyl)piperazine-1-carboxylate